FC(OC1=C(C=CC=N1)C1=CC(=NC=C1)OC)F 6-(Difluoromethoxy)-5-(2-methoxypyridin-4-yl)pyridin